C(C)(C)C1OC1 2-isopropyl-oxirane